C(C)(C)(C)C1C(CCCC1)(OOC(C)(C)C)OOC(C)(C)C t-butyl-1,1-di(t-butylperoxy)cyclohexane